4-(4-(2-oxa-6-azaspiro[3.3]heptan-6-ylmethyl)-3-methylbenzylamino)-2-(2,6-dioxopiperidin-3-yl)isoindoline-1,3-dione C1OCC12CN(C2)CC2=C(C=C(CNC1=C3C(N(C(C3=CC=C1)=O)C1C(NC(CC1)=O)=O)=O)C=C2)C